BrC1=C2C=NN(C2=CC2=C1C(C(C2)(F)F)(O)C=C)C2OCCCC2 4-bromo-6,6-difluoro-1-(tetrahydro-2H-pyran-2-yl)-5-vinyl-1,5,6,7-tetrahydrocyclopenta[f]indazol-5-ol